C([2H])([2H])([2H])NC=1C=2N(N=C(C1)NC=1C(N(C=CC1)C1=NC=CC=C1)=O)C(=CN2)C(=O)O 8-((methyl-d3)amino)-6-((2-oxo-2H-[1,2'-bipyridin]-3-yl)amino)imidazo[1,2-b]pyridazine-3-carboxylic acid